CC(CC)B(O)O 2-BUTYLBORONIC ACID